FC1=C2C=C(NC2=CC(=C1)F)C(=O)O 4,6-difluoro-1H-indole-2-carboxylic acid